BrC1=CC=2N=C(N=CC2N=C1)C(=O)O 7-bromopyrido[3,2-d]pyrimidine-2-carboxylic acid